3-bromo-1-(Methyl-3-(trifluoromethyl)benzyl)-1H-pyrrole Ethyl-10-oxo-1,2,3,4,7,8,9,10-octahydropyrazolo[1,5-a:4,3-c']dipyridine-9-carboxylate Hydrochloride Cl.C(C)OC(=O)C1C(C=2N(CC1)N=C1C2CNCC1)=O.BrC1=CN(C=C1)C(C1=CC(=CC=C1)C(F)(F)F)C